N-ethyl-neuraminic acid C(C)N[C@@H]1[C@H](CC(C(O)=O)(O)O[C@H]1[C@H](O)[C@H](O)CO)O